COC(C1=C(C=C(C(=C1)I)C(F)(F)F)N)=O.BrC=1C(=NC=CC1)COC1CCC2(OCCO2)CC1 3-bromo-2-([1,4-dioxaspiro[4.5]dec-8-yloxy]methyl)pyridine methyl-2-amino-5-iodo-4-(trifluoromethyl)-benzoate